C12CN(CC(N1)C2)C=2OC1=C(N2)C(=CC=C1C=1SC=CN1)OC(C(C(C)C)O)(F)F 1-((2-(3,6-diazabicyclo[3.1.1]heptan-3-yl)-7-(thiazol-2-yl)benzo[d]oxazol-4-yl)oxy)-1,1-difluoro-3-methylbutan-2-ol